1-((4-(6-ethyl-5-iodopyridin-2-yl)-1-methyl-1H-1,2,3-triazol-5-yl)methyl)-5-propylpyridin-2(1H)-one C(C)C1=C(C=CC(=N1)C=1N=NN(C1CN1C(C=CC(=C1)CCC)=O)C)I